O=C1NC(CC[C@@H]1N1CCCC2=C(C=CC=C12)OC1CCN(CC1)C1CCN(CC1)C(=O)OC(C)(C)C)=O tert-butyl 4-[4-[[1-[(3S)-2,6-dioxo-3-piperidyl]-3,4-dihydro-2H-quinolin-5-yl]oxy]-1-piperidyl]piperidine-1-carboxylate